4-bromo-2,3,5,6-tetrafluorophenylphosphoric acid BrC1=C(C(=C(C(=C1F)F)OP(O)(O)=O)F)F